C(C)(C)(C)OC(=O)N1CCC(CC1)C=1C=C2C(=C(NC2=CC1)C1=C2C(=NC=C1)N(C=C2)S(=O)(=O)C)C(C)C 4-(3-isopropyl-2-(1-(methylsulfonyl)-1H-pyrrolo[2,3-b]pyridin-4-yl)-1H-indol-5-yl)piperidine-1-carboxylic acid tert-butyl ester